2,2-Bipyridin N1=C(C=CC=C1)C1=NC=CC=C1